C(C#CC)N1CC(C1)(F)COC(=O)N1CCC(CC1)NC1=NC(=NC=2N1N=CC2C(C)C)NC2CCOCC2 4-((8-isopropyl-2-((tetrahydro-2H-pyran-4-yl)amino)pyrazolo[1,5-a][1,3,5]triazine-4-yl)amino)piperidine-1-carboxylic acid (1-(but-2-ynyl)-3-fluoroazetidine-3-yl)methyl ester